3-(3-hydroxyphenyl)-4-methyl-2-(4-(2-((R)-2-methylpyrrolidin-1-yl)ethoxy)phenyl)-2H-benzopyran-6-ol OC=1C=C(C=CC1)C=1C(OC2=C(C1C)C=C(C=C2)O)C2=CC=C(C=C2)OCCN2[C@@H](CCC2)C